(S)-2-(2,6-dichloro-4-phenethoxybenzamido)-3-(3-((R)-2,3-dihydro-1H-inden-1-yl)ureido)propanoic acid ClC1=C(C(=O)N[C@H](C(=O)O)CNC(=O)N[C@@H]2CCC3=CC=CC=C23)C(=CC(=C1)OCCC1=CC=CC=C1)Cl